2-(benzyloxy)propanoic acid C(C1=CC=CC=C1)OC(C(=O)O)C